C(C)OC(=O)C=1NC=CC1NCCOC1CC1 3-((2-cyclopropoxyethyl)amino)-1H-pyrrole-2-carboxylic acid ethyl ester